FC1=CC(=C(C=C1)C1=NC=CC2=C1CN(C2=O)C=2C=NN(C2)CC(F)(F)F)OCC(F)(F)F 4-[4-fluoro-2-(2,2,2-trifluoroethoxy)phenyl]-2-[1-(2,2,2-trifluoroethyl)-1H-pyrazol-4-yl]-2,3-dihydro-1H-pyrrolo[3,4-c]pyridin-1-one